BrC1=C(C=C(C(=O)N2CCC3=C4C(CN(C[C@H]24)C(C=C)=O)=NN3C3=C(C=C(C=C3)C(C)C)C)C=C1)OCOC |r| (rac)-1-(6-(4-bromo-3-(methoxymethoxy)benzoyl)-1-(4-isopropyl-2-methylphenyl)-1,5,5a,6,7,8-hexahydropyrazolo[3,4,5-de][1,7]naphthyridin-4(3H)-yl)prop-2-en-1-one